Azetidin-1-yl-(3-(3-(piperidine-1-carbonyl)pyrazolo[1,5-a]pyridin-7-yl)phenyl)methanone N1(CCC1)C(=O)C1=CC(=CC=C1)C1=CC=CC=2N1N=CC2C(=O)N2CCCCC2